The molecule is a nucleoside triphosphate(4-) obtained by global deprotonation of the triphosphate OH groups of XTP; major species present at pH 7.3. It is a conjugate base of a XTP(3-). C1=NC2=C(N1[C@H]3[C@@H]([C@@H]([C@H](O3)COP(=O)([O-])OP(=O)([O-])OP(=O)([O-])[O-])O)O)NC(=O)NC2=O